tert-Butyl 4-(5-amino-2-fluorophenyl)piperazine-1-carboxylate NC=1C=CC(=C(C1)N1CCN(CC1)C(=O)OC(C)(C)C)F